((2R,3R,4R,5S,6S)-6-(4-chloro-3-(4-ethoxybenzyl) phenyl)-3,5-dihydroxy-4-(octanoyloxy) tetrahydro-2H-pyran-2-yl) methyloctanoate CC(C(=O)O[C@H]1O[C@H]([C@@H]([C@H]([C@H]1O)OC(CCCCCCC)=O)O)C1=CC(=C(C=C1)Cl)CC1=CC=C(C=C1)OCC)CCCCCC